C(#N)C(=C1CCN(CC1)C(=O)N(C1CCOCC1)C)C1=CC=C(C=C1)F 4-(cyano(4-fluorophenyl)methylene)-N-methyl-N-(tetrahydro-2H-pyran-4-yl)piperidine-1-carboxamide